CCCCC/C=C\\C=C\\[C@H](CCCCCCCC(=O)O)O The molecule is a 9-HODE in which the 9-hydroxy group has S-stereochemistry. It is a conjugate acid of a 9(S)-HODE(1-). It is an enantiomer of a 9(R)-HODE.